3-(6-methoxy-2-naphthoyl)piperidine-1-carboxylic acid tert-butyl ester C(C)(C)(C)OC(=O)N1CC(CCC1)C(=O)C1=CC2=CC=C(C=C2C=C1)OC